O(C#N)C1=CC=C(C=C1)C(C)(C1=CC=CC=C1)C1=CC=C(C=C1)OC#N 1,1-Bis(4-cyanatophenyl)-1-phenylethan